BrC1=C(C=C(C(=O)N2CC=3N(CC2C)C(N(C3C(=O)NCC3=C(C=CC=C3)C3=NC=NC=C3)C3=CC=C(C=C3)OC3CC3)=O)C=C1)C(F)(F)F 7-[4-bromo-3-(trifluoro-methyl)benzoyl]-2-[4-(cyclopropoxy)phenyl]-6-methyl-3-oxo-N-[(2-pyrimidin-4-ylphenyl)methyl]-6,8-dihydro-5H-imidazo[1,5-a]pyrazine-1-carboxamide